C(C)(C)(C)[Si](OC(CC=O)C1=C(C(=CC(=C1)F)F)F)(C)C 3-[tert-butyl-(dimethyl)silyl]oxy-3-(2,3,5-trifluorophenyl)propanal